N-(2-methoxy-4-(4-(4-methylpiperazin-1-yl)piperidin-1-yl)phenyl)-6-(3-phenylbenzo[d]isoxazole-2(3H)-yl)pyrimidin-4-amine COC1=C(C=CC(=C1)N1CCC(CC1)N1CCN(CC1)C)NC1=NC=NC(=C1)N1OC2=C(C1C1=CC=CC=C1)C=CC=C2